ClC(C=1OC(=NN1)C=CC=1OC2=C(C1)C=CC=C2)(Cl)Cl 2-trichloromethyl-5-(2-benzofuran-2-yl-vinyl)-1,3,4-oxadiazole